(13R)-4,13-dimethyl-19-(oxan-2-yl)-8,14-dioxa-5,10,19,20,23-pentaazatetracyclo[13.5.2.12,6.018,21]tricosa-1(20),2(23),3,5,15(22),16,18(21)-heptaen-9-one CC1=CC=2C3=NN(C=4C=CC(O[C@@H](CCNC(OCC(=N1)N2)=O)C)=CC34)C3OCCCC3